5-(3-(7-((3-((2,6-dimethylphenyl)amino)-1-methyl-1H-pyrazolo[3,4-d]pyrimidin-6-yl)amino)-3,4-dihydroisoquinolin-2(1H)-yl)azetidin-1-yl)-2-(2,6-dioxopiperidin-3-yl)isoindoline-1,3-Dion CC1=C(C(=CC=C1)C)NC1=NN(C2=NC(=NC=C21)NC2=CC=C1CCN(CC1=C2)C2CN(C2)C=2C=C1C(N(C(C1=CC2)=O)C2C(NC(CC2)=O)=O)=O)C